The molecule is a N-acyl-15-methylhexadecasphing-4-enine-1-phosphocholine in which the acyl group has 20 carbons and 0 double bonds and is 2-hydroxylated. It derives from a 15-methylhexadecasphing-4-enine. CCCCCCCCCCCCCCCCCCC(C(=O)N[C@@H](COP(=O)([O-])OCC[N+](C)(C)C)[C@@H](/C=C/CCCCCCCCCC(C)C)O)O